5-[3-(prop-2-enamido)phenyl]-1,3-benzoxazole-2-carboxamide C(C=C)(=O)NC=1C=C(C=CC1)C=1C=CC2=C(N=C(O2)C(=O)N)C1